[Ir+3].C1(CC1)N1CCN(CC1)C1=C(C=C(C(=C1)OC)NC1=NC=NC(=C1)N1OCC[C@@H]1C1=CC(=CC=C1)F)NC(C=C)=O N-(2-(4-cyclopropylpiperazine-1-yl)-5-((6-((R)-3-(3-fluorophenyl)isoxazolidine-2-yl)pyrimidine-4-yl)amino)-4-methoxyphenyl)acrylamide iridium (III)